5-(4-ethoxyphenyl)-2-[4,7,10-tris(carboxymethyl)-1,4,7,10-tetraazacyclododecan-1-yl]pentanoic acid methyl-(2R)-5-(4-ethoxyphenyl)-2-(1,4,7,10-tetraazacyclododecan-1-yl)pentanoate COC([C@@H](CCCC1=CC=C(C=C1)OCC)N1CCNCCNCCNCC1)=O.C(C)OC1=CC=C(C=C1)CCCC(C(=O)O)N1CCN(CCN(CCN(CC1)CC(=O)O)CC(=O)O)CC(=O)O